N-(3-(4-methyl-1H-imidazol-1-yl)-5-(((S)-3-(methylamino)pyrrolidin-1-yl)methyl)phenyl)-3-phenoxypyrrolidine-1-carboxamide CC=1N=CN(C1)C=1C=C(C=C(C1)CN1C[C@H](CC1)NC)NC(=O)N1CC(CC1)OC1=CC=CC=C1